CC(C[Si](OC)(OC)OC)CS 2-methyl-3-mercaptopropyl-trimethoxysilane